C(C)(C)(C)OC(=O)N1C[C@@H]2COC3=C(C(N2CC1)=O)C(=NC(=C3Cl)Cl)F (R)-3,4-dichloro-1-fluoro-12-oxo-6a,7,9,10-tetrahydro-6H-pyrazino[2,1-c]Pyrido[3,4-f][1,4]Oxazepine-8(12H)-carboxylic acid tert-butyl ester